ClC1=C(C=CC(=C1F)OC)[C@@H]([C@](C(F)(F)F)(O)CSCC)NC1=C2C=CC(NC2=CC(=C1)F)=O 5-{(1S,2R)-[1-(2-chloro-3-fluoro-4-methoxyphenyl)-2-([ethylsulfanyl]methyl)-trifluoro-2-hydroxypropyl]amino}-7-fluoro-1H-quinolin-2-one